2-methyl-2-(methylsulfonyl)-4-(4-(4-(pyridin-4-yl)phenyl)-3,6-dihydropyridin-1(2H)-yl)butanoic acid CC(C(=O)O)(CCN1CCC(=CC1)C1=CC=C(C=C1)C1=CC=NC=C1)S(=O)(=O)C